5-bromo-2-fluorobenzaldehyde oxime BrC=1C=CC(=C(C=NO)C1)F